(oxetan-3-yl)-2-(pyridin-4-yl)-1,7-naphthyridin-4-amine O1CC(C1)C=1C(=NC2=CN=CC=C2C1N)C1=CC=NC=C1